N-(2-aminophenyl)-2-(6-bromo-1-oxoisoindol-2-yl)-2-(5-fluoro-2-methoxyphenyl)acetamide NC1=C(C=CC=C1)NC(C(C1=C(C=CC(=C1)F)OC)N1C(C2=CC(=CC=C2C1)Br)=O)=O